BrC1=C(OC2COCC2)C=C(C=C1)[N+](=O)[O-] 3-(2-bromo-5-nitrophenoxy)tetrahydrofuran